C(#N)[C@@]1(CC12CC2)C=2C=C1C=C(N=CC1=CC2)NC(=O)C2CC21COCC1 N-(6-((R)-1-cyanospiro[2.2]pentan-1-yl)isoquinolin-3-yl)-5-oxaspiro[2.4]heptane-1-carboxamide